C(C1=CC=CC=C1)NC(COC=1C=2N(C=C(C1)OC)N=C(C2)C=2N=C1SC(=NN1C2)OC)=O N-benzyl-2-((6-methoxy-2-(2-methoxyimidazo[2,1-b][1,3,4]thiadiazol-6-yl)pyrazolo[1,5-a]pyridin-4-yl)oxy)acetamide